1-Acetyl-5-(4-Fluorophenyl)Pyrazolidine C(C)(=O)N1NCCC1C1=CC=C(C=C1)F